COC=1C=C(C=C(C1OC)OC)C(C)(O)Br 3,4,5-trimethoxybromophenylethanol